P(=O)([O-])([O-])[O-].[Ge+2].[Al+3].[La+3] lanthanum aluminum germanium phosphate